6-cyclopropyl-5-(isoquinolin-5-yl)-2-[(3R)-4-(3-methoxypropionyl)-3-methylpiperazin-1-yl]pyridine-3-carbonitrile C1(CC1)C1=C(C=C(C(=N1)N1C[C@H](N(CC1)C(CCOC)=O)C)C#N)C1=C2C=CN=CC2=CC=C1